FC1=C(C(=O)O)C=CC=C1C fluoro-3-methyl-benzoic acid